C1(CCCCC1)N1CC(CC(C1)S(=O)(=O)C1=CC(=CC=C1)C(=O)OC)C(=O)OC(C)(C)C tert-butyl 1-cyclohexyl-5-((3-(methoxycarbonyl)phenyl)sulfonyl)piperidine-3-carboxylate